B(OC)(OC=1C=CC=2N(C1)C(=C(N2)CC)N(C)C=2SC(=C(N2)C2=CC=C(C=C2)F)C#N)[O-] methyl (3-((5-cyano-4-(4-fluorophenyl) thiazol-2-yl) (methyl) amino)-2-ethylimidazo[1,2-a]pyridin-6-yl) borate